pyrrolo[1,2-b]Pyridazine-3-carbonitrile hydrochloride Cl.N=1N2C(C=C(C1)C#N)=CC=C2